[Mo].[Mn].[Cr].[Be] Beryllium-chromium-manganese-molybdenum